NC1(CCN(CC1)C1=C(N=C(C(=N1)N)C1=C(C(=CC=C1)Cl)Cl)C=1OC=NN1)C 6-(4-amino-4-methylpiperidin-1-yl)-3-(2,3-dichlorophenyl)-5-(1,3,4-oxadiazol-2-yl)pyrazin-2-amine